4-(3,4-difluorophenyl)-N-(2-fluorophenyl)dihydro-2-methoxy-3H-pyrrole-3-carboxamide FC=1C=C(C=CC1F)C=1C(C(NC1)OC)C(=O)NC1=C(C=CC=C1)F